ethyl 8-bromoimidazo[1,2-a]pyridine-2-carboxylate BrC=1C=2N(C=CC1)C=C(N2)C(=O)OCC